6-chloro-3-(3-fluorophenyl)furo[3,2-b]pyridine ClC=1C=C2C(=NC1)C(=CO2)C2=CC(=CC=C2)F